NC1=NC2=CC(=CC=C2C=C1F)O[C@H]1CC[C@]2([C@@H]1O[C@H](C2O)N2C=C(C1=C2N=CN=C1N)F)O (2R,3aS,6S,6aR)-6-((2-amino-3-fluoroquinolin-7-yl)oxy)-2-(4-amino-5-fluoro-7H-pyrrolo[2,3-d]pyrimidin-7-yl)hexahydro-3aH-cyclopenta[b]furan-3,3a-diol